1-(4,6-diethyl-5-pyrimidinyl)-6-fluoro-7-(2-fluoro-6-hydroxyphenyl)-4-((2S)-2-methyl-4-(2-propenoyl)-1-piperazinyl)pyrido[2,3-d]pyrimidin-2(1H)-one C(C)C1=NC=NC(=C1N1C(N=C(C2=C1N=C(C(=C2)F)C2=C(C=CC=C2O)F)N2[C@H](CN(CC2)C(C=C)=O)C)=O)CC